FC(C1=CC=C(C=N1)CCOC=1C=C2C(=CNC2=CC1)NC(=O)C1CCC1)(F)F N-(5-(2-(6-(trifluoromethyl)pyridin-3-yl)ethoxy)-1H-indol-3-yl)cyclobutanecarboxamide